NC1=CC=C(O[C@@H]2[C@H]([C@H]([C@@H]([C@H](O2)CCP(O)(O)=O)O)O)O)C=C1 (2-((2R,3S,4S,5S,6R)-6-(4-aminophenoxy)-3,4,5-trihydroxytetrahydro-2H-pyran-2-yl)ethyl)phosphonic acid